COC1=CC=C(CSC=2C3=C(NC2C(=O)O)C=CO3)C=C1 6-((4-methoxybenzyl)thio)-4H-furo[3,2-b]pyrrole-5-carboxylic acid